2,5-dibromophenyl-diphenyl-phosphine oxide BrC1=C(C=C(C=C1)Br)P(C1=CC=CC=C1)(C1=CC=CC=C1)=O